CC(C(=O)[O-])CCCC(C)C 2,4-dimethyl-2-pentylacetate